N1(CCCCCC1)CCCS hexamethyleneiminopropyl thiol